BrC=1C=C2C(=NC1)N(C(=N2)CN2CCC=1C=C(C(=NC1C2)OCC2=C(C=C(C=C2)Cl)F)C(F)(F)F)C[C@H]2OCC2 (S)-7-((6-bromo-3-(oxetan-2-ylmethyl)-3H-imidazo[4,5-b]pyridin-2-yl)methyl)-2-((4-chloro-2-fluorobenzyl)oxy)-3-(trifluoromethyl)-5,6,7,8-tetrahydro-1,7-naphthyridine